S1C2=C(C=C1)C(=CC=C2)N2CCN(CC2)CCCCOC2=CC=C1CCC(N(C1=C2)COC(=O)C2=NC=CC=C2)=O Pyridine-2-carboxylic acid 7-[4-(4-benzo[b]thiophen-4-ylpiperazin-1-yl)butoxy]-2-oxo-3,4-dihydro-2H-quinolin-1-ylmethyl ester